methyl (2S)-2-(tert-butoxycarbonylamino)-3-[(6R)-4-methyl-5-oxo-4-azaspiro[2.4]heptan-6-yl]propanoate C(C)(C)(C)OC(=O)N[C@H](C(=O)OC)C[C@H]1C(N(C2(CC2)C1)C)=O